NC1=C(C(C1=O)=O)NCCNC(OC(C)(C)C)=O tert-butyl N-{2-[(2-amino-3,4-dioxocyclobut-1-en-1-yl)amino]ethyl}carbamate